2-(2-Phenyl-3-Indolylmethylene)-Malononitrile C1(=CC=CC=C1)C=1NC2=CC=CC=C2C1C=C(C#N)C#N